ClC1=C(C=C(C=C1F)C=1N=C(SC1SC(C)C)N1N=C(C(=C1C(=O)O)C1=CC(=NC(=C1)C)C)C)F 1-(4-(4-chloro-3,5-difluorophenyl)-5-(isopropylsulfanyl)thiazol-2-yl)-4-(2,6-dimethylpyridin-4-yl)-3-methyl-1H-pyrazole-5-carboxylic acid